2-(3-Nitrophenyl)-2-oxo-3,3,5,5-tetramethyl-[1,4,2]-oxazaphosphinane [N+](=O)([O-])C=1C=C(C=CC1)P1(OCC(NC1(C)C)(C)C)=O